O=C1NC(CCC1N1C(C2=CC=C(C=C2C1)C(=O)N[C@@H](C)C1=CC=CC=C1)=O)=O 2-(2,6-dioxopiperidin-3-yl)-1-oxo-N-((S)-1-phenylethyl)isoindoline-5-carboxamide